CC1(C(C(C2=CC(=C(C=C12)C)C(C)=O)(C)C)C)C 1,1,2,3,3,6-hexamethyl-5-acetylindan